N[C@@H](CC1=NC=CC=C1NC(C)=O)C1=C(C=CC=C1)C1=NOC2=C1C=CC=C2 (S)-N-(2-{2-Amino-2-[2-(benzo[d]isoxazol-3-yl)phenyl]ethyl}pyridin-3-yl)acetamide